13-Chloro-19-cyclopropyl-4-fluoro-14-hydroxy-16,16-dioxo-9-oxa-16λ6-thia-17-azatetracyclo[16.3.1.111,15.02,7]tricosa-1(21),2(7),3,5,11,13,15(23),18(22),19-nonaen-10-one ClC=1C=C2C(OCC=3C=CC(=CC3C3=CC=C(C(NS(C(C1O)=C2)(=O)=O)=C3)C3CC3)F)=O